(1s,5R)-tert-butyl 1-(5-chloro-2-fluorophenyl)-4-(2-diazoacetyl)-3-azabicyclo[3.1.0]hexane-3-carboxylate ClC=1C=CC(=C(C1)[C@]12CN(C([C@@H]2C1)C(C=[N+]=[N-])=O)C(=O)OC(C)(C)C)F